4-(Fluoromethyl)-4-hydroxycyclohexan-1-one FCC1(CCC(CC1)=O)O